1,8-dihydroxy-3-(4-(methyl-sulfonyl)piperidine-1-carbonyl)anthracene-9,10-dione OC1=CC(=CC=2C(C3=CC=CC(=C3C(C12)=O)O)=O)C(=O)N1CCC(CC1)S(=O)(=O)C